C1(=CC=CC=C1)C=1C=NC(=NC1)C(=O)N[C@H]1CN(CC1)C(=O)OC(C)(C)C tert-butyl (R)-3-(5-phenylpyrimidine-2-carboxamido)pyrrolidine-1-carboxylate